1-{4-[4-(3-Fluoro-phenyl)-thiazol-2-ylamino]-phenyl}-3-(1H-pyrazol-4-ylmethyl)-urea FC=1C=C(C=CC1)C=1N=C(SC1)NC1=CC=C(C=C1)NC(=O)NCC=1C=NNC1